(±)-3-[5-(pyrrolidin-1-yl)pyridin-3-yl]-3-{3-[3-(5,6,7,8-tetrahydro-1,8-naphthyridin-2-yl)propyl]-1H-pyrazol-1-yl}propionic acid N1(CCCC1)C=1C=C(C=NC1)[C@@H](CC(=O)O)N1N=C(C=C1)CCCC1=NC=2NCCCC2C=C1 |r|